(±)-(Tetrahydro-2H-pyran-2-yl)methyl (7-fluoro-6-(8-methyl-2,3-dihydro-1H-pyrido[2,3-b][1,4]oxazin-7-yl)isoquinolin-3-yl)carbamate FC1=C(C=C2C=C(N=CC2=C1)NC(OC[C@@H]1OCCCC1)=O)C1=C(C2=C(OCCN2)N=C1)C |r|